C(C=C)(=O)OC(C(=C(C)C)C)=O.[NH4+] ammonium acryloyldimethylmethylacrylate